(1R)-1-[4-(cyclopropylmethoxy)-3-fluoro-phenyl]ethanamine hydrochloride salt Cl.C1(CC1)COC1=C(C=C(C=C1)[C@@H](C)N)F